OC1=C(C(=CC(=C1)C)C)C1=CC=C(N=N1)N1C(C(CC1)CO)=O 1-[6-(2-hydroxy-4,6-dimethyl-phenyl)pyridazin-3-yl]-3-(hydroxymethyl)pyrrolidin-2-one